FC=1C=C(C=NC1)[C@H]1N(OCC1)C(=O)C1CCN(CC1)C1=NC=CC(=N1)N1C(C2(CC2)CC1)=O 5-[2-[4-[(3S)-3-(5-fluoropyridin-3-yl)-1,2-oxazolidine-2-carbonyl]piperidin-1-yl]pyrimidin-4-yl]-5-azaspiro[2.4]heptan-4-one